N-[[1-[(1R)-3-(hydroxyamino)-1-(2-naphthylmethyl)-3-oxo-propyl]triazol-4-yl]methyl]-4-(hydroxycarbamoyl)benzamide ONC(C[C@@H](CC1=CC2=CC=CC=C2C=C1)N1N=NC(=C1)CNC(C1=CC=C(C=C1)C(NO)=O)=O)=O